2-{3-[(3r,5s)-3,5-dimethylpiperazin-1-yl]-1,2,4-triazin-6-yl}-5-(7-fluoro-2-methyl-2H-indazol-5-yl)phenol C[C@@H]1CN(C[C@@H](N1)C)C=1N=NC(=CN1)C1=C(C=C(C=C1)C1=CC2=CN(N=C2C(=C1)F)C)O